1-[1-(cyanomethyl)-4-[3-hydroxy-3-(trifluoromethyl)azetidin-1-yl]cyclohexyl]-3-(cyclopropanecarbonylamino)pyrazole-4-carboxamide C(#N)CC1(CCC(CC1)N1CC(C1)(C(F)(F)F)O)N1N=C(C(=C1)C(=O)N)NC(=O)C1CC1